(2r,4s)-4-(4-amino-3-((4,6-difluoro-1-methyl-1H-benzo[d]imidazol-5-yl)ethynyl)-1H-pyrazolo[4,3-c]pyridin-1-yl)-2-(methoxymethyl)pyrrolidine-1-carboxylic acid tert-butyl ester C(C)(C)(C)OC(=O)N1[C@H](C[C@@H](C1)N1N=C(C=2C(=NC=CC21)N)C#CC2=C(C1=C(N(C=N1)C)C=C2F)F)COC